COC(/C=C(/C(=O)OC(NCCOC)=O)\C)=O methyl-(2E)-but-2-ene-1,4-dioic acid [N-(2-methoxyethyl) carbamoyl] methyl ester